[Si](C)(C)(C(C)(C)C)OC1=C(CC2=C(C#N)C=CC=C2)C=CC=C1 2-(2-(tert-butyldimethylsilyloxy)benzyl)benzonitrile